CN[C@@H]1CN(CCC1)C1=C2C(=NC=C1)NC=C2C=2C=NN(C2)C (3S)-N-methyl-1-[3-(1-methylpyrazol-4-yl)-1H-pyrrolo[2,3-b]pyridin-4-yl]piperidin-3-amine